(2S,3S)-2-amino-N-benzyl-N-(2,2-diethoxyethyl)-3-Methylpentanamide N[C@H](C(=O)N(CC(OCC)OCC)CC1=CC=CC=C1)[C@H](CC)C